ClC1=C(\C=C\2/OC(C3=CC(=CC=C23)[N+](=O)[O-])=O)C=CC(=C1)OC(F)(F)F (Z)-3-(2-chloro-4-(trifluoromethoxy)benzylidene)-6-nitroisobenzofuran-1(3H)-one